C(CCCCCCCCCCCCCCCCC)(=O)C(C/C=C/[C@H]([C@H](CO)N)O)CCCCCCCCCCC D-7-stearoylsphingosine